5-[1-(2-Fluoro-6-methyl-phenyl)-piperidin-4-yl]-2-[2-(4-methyl-piperazin-1-yl)-ethyl]-7-(2-trifluoromethyl-benzyl)-2,4,5,7-tetrahydro-pyrazolo[3,4-d]pyrimidin-6-on FC1=C(C(=CC=C1)C)N1CCC(CC1)N1C(N(C=2C(C1)=CN(N2)CCN2CCN(CC2)C)CC2=C(C=CC=C2)C(F)(F)F)=O